C(CCC(=O)OCCSC(C(=C)C)=O)(=O)OCCSC(C(=C)C)=O bis[2-[(2-methyl-acryloyl) thio] ethyl] succinate